C(C)N(C(=O)[C@@H]1CC[C@H](CC1)CNC1=CC=NC2=CC(=CC=C12)C(F)(F)F)CC trans-N,N-diethyl-4-{[(7-trifluoromethylquinolin-4-yl)amino]methyl}cyclohexane-1-carboxamide